NC1CN(CCC1)C1=CC(=NN1C1=CC=C(C=C1)C)C1=CC(=C(C#N)C=C1)F 4-(5-(3-aminopiperidin-1-yl)-1-(p-tolyl)-1H-pyrazol-3-yl)-2-fluorobenzonitrile